(S)-3-cyclopropyl-N-((R)-2-(difluoromethoxy)-1-(3-(trifluoromethoxy)phenyl)ethyl)-3-hydroxybutyramide C1(CC1)[C@@](CC(=O)N[C@@H](COC(F)F)C1=CC(=CC=C1)OC(F)(F)F)(C)O